FC1(CCC(CC1)[C@H](NC(=O)C1=CC=NN1C(C)C)C=1OC2=C(N1)C=C(C=C2)CN2C(N[C@@H](C2)C(F)(F)F)=O)F N-((S)-(4,4-difluorocyclohexyl)(5-(((S)-2-oxo-4-(trifluoromethyl)imidazolidin-1-yl)methyl)benzo[d]oxazol-2-yl)methyl)-1-isopropyl-1H-pyrazole-5-carboxamide